D-fucoitol C([C@H](O)[C@@H](O)[C@@H](O)[C@H](O)C)O